methyl 3-fluoro-5-[3-(pyridin-2-ylcarbamoyl)-4-trifluoromethyl-phenylethynyl]-benzoate FC=1C=C(C(=O)OC)C=C(C1)C#CC1=CC(=C(C=C1)C(F)(F)F)C(NC1=NC=CC=C1)=O